CN(C=1C=C(C=CC1)C(C)=O)C 1-(3-(dimethylamino)phenyl)ethan-1-one